CC1=CC=C(COC=2C=C3CCCC(C3=CC2)NCC#C)C=C1 6-((4-methylbenzyl)oxy)-N-(prop-2-yn-1-yl)-1,2,3,4-tetrahydronaphthalen-1-amine